4-[bicyclo[1.1.1]pentan-1-ylamino]-5-[2-(tert-butoxy)ethoxy]-N-[5-(5-acetamidopyrazol-1-yl)-1,3,4-thiadiazol-2-yl]-6-oxopyran-2-carboxamide C12(CC(C1)C2)NC=2C=C(OC(C2OCCOC(C)(C)C)=O)C(=O)NC=2SC(=NN2)N2N=CC=C2NC(C)=O